C(C)(C)(C)[S@@](=O)N[C@H](C1=NC2=C(N1COCC[Si](C)(C)C)C=C(C=C2)[C@@H](C)NC(CCC(F)(F)F)=O)C2CCC(CC2)(F)F N-((R)-1-(2-((S)-(((R)-tert-Butylsulfinyl)amino)(4,4-difluorocyclohexyl)methyl)-1-((2-(trimethylsilyl)ethoxy)methyl)-1H-benzo[d]imidazol-6-yl)ethyl)-4,4,4-trifluorobutanamide